5-((3'-fluoro-4'-(trifluoromethoxy)-[1,1'-biphenyl]-4-yl)oxy)-1H-1,2,3-triazole-4-carboxylic acid FC=1C=C(C=CC1OC(F)(F)F)C1=CC=C(C=C1)OC1=C(N=NN1)C(=O)O